C(C)S1C(OC(=N1)C1=NC=CN=C1Cl)=O ethyl-5-(3-chloropyrazin-2-yl)-1,3,4-oxathiazol-2-one